1-(acetyloxy)-3-{4-[(2-{3-[(2-methoxy-4-sulfamoylphenyl) amino]prop-1-yn-1-yl}-1-(2,2,2-trifluoroethyl)-1H-indol-4-yl)amino]piperidin-1-yl}propan-2-yl acetate C(C)(=O)OC(COC(C)=O)CN1CCC(CC1)NC1=C2C=C(N(C2=CC=C1)CC(F)(F)F)C#CCNC1=C(C=C(C=C1)S(N)(=O)=O)OC